C(#N)C1=C(C=C(C=C1)N1C(N(C2(CCC2)C1=O)C1=CC=C(C=C1)CC(=O)O)=S)C(F)(F)F {4-[7-(4-cyano-3-trifluoromethylphenyl)-8-oxo-6-thioxo-5,7-diaza-spiro[3.4]oct-5-yl]phenyl}acetic acid